COOC=1C(C(=O)[O-])=CC=CC1 methoxy-salicylate